N-[2-(4-{[(2R,6S)-2,6-dimethylmorpholin-4-yl]methyl}piperidin-1-yl)-3-fluorophenyl]-2,2-dimethyl-2,3-dihydro-1-benzofuran-6-sulfonamide C[C@@H]1CN(C[C@@H](O1)C)CC1CCN(CC1)C1=C(C=CC=C1F)NS(=O)(=O)C1=CC2=C(CC(O2)(C)C)C=C1